C(C)(C)(C)OC(=O)N1CC(C2=CC=CC=C12)S(=O)(=O)C 3-(methylsulfonyl)indoline-1-carboxylic acid tert-butyl ester